C(=O)(O)C(=O)NC1=CC=C(C=C1)C#CC=1C(=CC(=C(C(=O)O)C1)O)N(C)C 5-((4-(carboxyformylamino)phenyl)ethynyl)-4-(dimethylamino)-2-hydroxybenzoic acid